C(#N)C=1C=C(C=CC1)C(C(=O)NC(C=1OC2=C(N1)C=C(C=C2)CN2C(NC(C2)C(F)(F)F)=O)C2CCC(CC2)(F)F)=C 2-(3-cyanophenyl)-N-((4,4-difluorocyclohexyl)(5-((2-oxo-4-(trifluoromethyl)imidazolidin-1-yl)methyl)benzo[d]oxazol-2-yl)methyl)propenamide